C(C)(C)C(C(=O)O)C(C(C)C)C 2-isopropyl-3,4-dimethylpentanoic acid